1,3-diacetyloxypropan-2-yl acetate C(C)(=O)OC(COC(C)=O)COC(C)=O